C[C@@H]1N(CCOC1)C(=N)N (S)-3-methylmorpholine-4-carboxamidine